N-(2-cyclopentyl-1-(p-tolyl)ethyl)-2-oxo-6-(trifluoromethyl)-1,2-dihydropyridine-3-carboxamide C1(CCCC1)CC(C1=CC=C(C=C1)C)NC(=O)C=1C(NC(=CC1)C(F)(F)F)=O